2-(2'-hydroxy-5'-vinylphenyl)-2H-benzotriazole OC1=C(C=C(C=C1)C=C)N1N=C2C(=N1)C=CC=C2